6-(4,4-Difluoro-3,3-dimethyl-pent-1-ynyl)-1-(6-fluoro-1-methyl-[1,2,4]triazolo[4,3-a]quinazolin-5-yl)-3,5-dihydro-2H-4,1-benzoxazepine FC(C(C#CC1=CC=CC2=C1COCCN2C2=NC=1N(C3=CC=CC(=C23)F)C(=NN1)C)(C)C)(C)F